F[As-](F)(F)(F)(F)F.COC1=CC=C(C=C1)[S+](C1=CC=CC=C1)C1=CC=CC=C1 4-methoxyphenyldiphenylsulfonium hexafluoroarsenate